CC1=NC=CC=C1C1=NC(=CC(=N1)N1C[C@H](CC1)O)C1=CC=C(C=C1)C(F)(F)F (S)-1-(2-(2-methylpyridin-3-yl)-6-(4-(trifluoromethyl)phenyl)pyrimidin-4-yl)pyrrolidin-3-ol